ClC=1C=CC(=NC1)N1CCN(CC1)CC1CCC2(CN(C2)C2=C3C(N(C(C3=CC=C2)=O)C2C(NC(CC2)=O)=O)=O)CC1 5-chloro-2-[4-({2-[2-(2,6-dioxopiperidin-3-yl)-1,3-dioxo-2,3-dihydro-1H-isoindol-4-yl]-2-azaspiro[3.5]nonan-7-yl}methyl)piperazin-1-yl]pyridin